N-methyl-7-[(3R)-3-methyl-1,2,3,4-tetrahydroisoquinoline-2-carbonyl]-1,2,3,4-tetrahydroisoquinoline-2-carboxamide CNC(=O)N1CC2=CC(=CC=C2CC1)C(=O)N1CC2=CC=CC=C2C[C@H]1C